1-((8-(2-chloro-4-(2-(piperazin-1-yl)ethoxy)phenyl)-9-(3-chlorobenzyl)-9H-purin-6-yl)oxy)cyclopropane-1-carbonitrile ClC1=C(C=CC(=C1)OCCN1CCNCC1)C=1N(C2=NC=NC(=C2N1)OC1(CC1)C#N)CC1=CC(=CC=C1)Cl